N1(CCNCC1)C1CCN(CC1)C1C(NC(CC1)=O)=O 3-(4-piperazin-1-yl-1-piperidyl)piperidine-2,6-dione